Cl.FC=1C=C(CCN2N=CC(=C2)CN)C=CC1F (1-(3,4-difluorophenethyl)-1H-pyrazol-4-yl)methylamine hydrochloride